ClC=1C=CC=2N(C1)C(=CN2)S(=O)(=O)C2=CC=C(C=C2)CNC(=O)C2=CC=1C=NC=CC1N2 N-[(4-{6-chloroimidazo[1,2-a]pyridine-3-sulfonyl}phenyl)methyl]-1H-pyrrolo[3,2-c]pyridine-2-carboxamide